tert-butyl N-[(1S)-1-[3-(3-methylpyrrolidin-1-yl)-1,2,4-oxadiazol-5-yl]ethyl]carbamate CC1CN(CC1)C1=NOC(=N1)[C@H](C)NC(OC(C)(C)C)=O